3,4-DIMETHOXYBENZYL ISOCYANIDE COC=1C=C(C[N+]#[C-])C=CC1OC